C(C1=CC=CC=C1)OC(=O)N1CCC(CC1)(C1NCCC1)O 4-hydroxy-4-(pyrrolidin-2-yl)piperidine-1-carboxylic acid benzyl ester